3-bromo-1,5-dimethyl-1H-pyrrolo[2,3-b]pyridine BrC1=CN(C2=NC=C(C=C21)C)C